2-(5-bromo-2-hydroxy-benzylideneamino)-3-methylbutanoic acid BrC=1C=CC(=C(C=NC(C(=O)O)C(C)C)C1)O